(S)-7-((5-(4'-amino-4'H,6'H-spiro[piperidine-4,5'-pyrrolo[1,2-b]pyrazol]-1-yl)pyrazin-2-yl)thio)-8-chloroimidazo[1,2-a]pyridin-2(3H)-one N[C@H]1C2(CN3N=CC=C31)CCN(CC2)C=2N=CC(=NC2)SC2=C(C=3N(C=C2)CC(N3)=O)Cl